C(C)(C)C12CC(C1)(C2)NC=2C=1N(C3=CC=C(C=C3N2)C(=O)O)C=CC1 4-((3-Isopropylbicyclo[1.1.1]pentan-1-yl)amino)pyrrolo[1,2-a]quinoxaline-7-carboxylic acid